1-(phenylsulfonyl)-1H-indole-3-sulfonamide C1(=CC=CC=C1)S(=O)(=O)N1C=C(C2=CC=CC=C12)S(=O)(=O)N